C(CCC)OC(=O)NCC1=C(N=NN1C)C1=CC=C(C(=N1)C)O[C@@H]1C[C@H](CCC1)C(=O)O (1s,3s)-3-((6-(5-(((butoxycarbonyl)amino)methyl)-1-methyl-1H-1,2,3-triazol-4-yl)-2-methylpyridin-3-yl)oxy)cyclohexane-1-carboxylic acid